4-[[(6-chloropyridin-3-yl)methyl](3-fluoro-n-propyl)amino]furan-2(5H)-one ClC1=CC=C(C=N1)CN(C1=CC(OC1)=O)CCCF